rac-4-[(2S,5R)-5-Methyl-2-piperidyl]aniline C[C@@H]1CC[C@H](NC1)C1=CC=C(N)C=C1 |r|